6-(4-cyclopropyl-6-methoxy-pyrimidin-5-yl)-4-[[4-[1-cyclopropyl-4-(trifluoromethyl)imidazol-2-yl]-3-fluoro-phenyl]methoxy]-2-methyl-pyrazolo[3,4-d]pyrimidine C1(CC1)C1=NC=NC(=C1C=1N=C(C=2C(N1)=NN(C2)C)OCC2=CC(=C(C=C2)C=2N(C=C(N2)C(F)(F)F)C2CC2)F)OC